(R)-4-((5-(2-chloro-4-fluoro-3-hydroxyphenyl)-1,3,4-thiadiazol-2-yl)methyl)-6-(2,2,2-trifluoro-1-phenylethyl)-4,6-diazaspiro[2.4]heptane-5,7-dione ClC1=C(C=CC(=C1O)F)C1=NN=C(S1)CN1C2(CC2)C(N(C1=O)[C@@H](C(F)(F)F)C1=CC=CC=C1)=O